(±)-trans-N-[8-amino-7-(hydroxymethyl)-6-(4-methyl-3-pyridyl)-3-isoquinolinyl]-2-cyano-cyclopropanecarboxamide NC=1C(=C(C=C2C=C(N=CC12)NC(=O)[C@H]1[C@@H](C1)C#N)C=1C=NC=CC1C)CO |r|